tert-butyl (3S,4S)-4-(1-(3-chlorobenzyl)cyclopropane-1-carboxamido)-3-fluoropiperidine-1-carboxylate ClC=1C=C(CC2(CC2)C(=O)N[C@@H]2[C@H](CN(CC2)C(=O)OC(C)(C)C)F)C=CC1